nosyl chloride S(=O)(=O)(C1=CC=C(C=C1)[N+](=O)[O-])Cl